15-hydroperoxy-5Z,8Z,11Z,13E,17Z-eicosapentaenoic acid O(O)C(CCC\C=C/C=C\C=C\C=C/C=CC(=O)O)CCCCC